9,9-bis(3-acryloyloxypropyl)-2,7-di(2-naphthyl)fluorene C(C=C)(=O)OCCCC1(C2=CC(=CC=C2C=2C=CC(=CC12)C1=CC2=CC=CC=C2C=C1)C1=CC2=CC=CC=C2C=C1)CCCOC(C=C)=O